Tert-butyl 4-methyl-4-[(3S)-3-pyrimidin-5-ylisoxazolidine-2-carbonyl]piperidine-1-carboxylate CC1(CCN(CC1)C(=O)OC(C)(C)C)C(=O)N1OCC[C@H]1C=1C=NC=NC1